N1C(=NC=C1)C1=CC=C(C(=N1)C)N1CCN(CC1)CC=1C=C(NC(C1)=O)NC(OCC)=O ethyl (4-((4-(6-(1H-imidazol-2-yl)-2-methylpyridin-3-yl)piperazin-1-yl)methyl)-6-oxo-1,6-dihydropyridin-2-yl)carbamate